1,1-heptanediol methyl-N-[5-({4-[(2S)-2-{[2-cyclopropyl-7-(trifluoromethyl)thieno[3,2-d]pyrimidin-4-yl]amino}propyl]piperazin-1-yl}sulfonyl)-4-methyl-1,3-thiazol-2-yl]carbamate CN(C(=O)OC(CCCCCC)O)C=1SC(=C(N1)C)S(=O)(=O)N1CCN(CC1)C[C@H](C)NC=1C2=C(N=C(N1)C1CC1)C(=CS2)C(F)(F)F